trans-benzyl (2-(2,4-difluorophenyl)-5-oxopyrrolidin-3-yl)carbamate FC1=C(C=CC(=C1)F)[C@@H]1NC(C[C@H]1NC(OCC1=CC=CC=C1)=O)=O